ClC1=CC=C(C(=N1)C(=NO)N)NC(C)C=1C=C(C=C2C(C(=C(OC12)C=1C=NN(C1)C)C)=O)F 6-Chloro-3-[1-[6-fluoro-3-methyl-2-(1-methylpyrazol-4-yl)-4-oxo-chromen-8-yl]-ethylamino]-N'-hydroxy-pyridine-2-carboxamidine